7-Bromo-6-chloro-3-(4-fluorophenyl)-[1,2,4]triazolo[4,3-b]pyridazine BrC1=CC=2N(N=C1Cl)C(=NN2)C2=CC=C(C=C2)F